bis(thiosuccinimidyl) suberate sodium salt [Na].C(CCCCCCC(=O)ON1C(CCC1=O)=S)(=O)ON1C(CCC1=O)=S